C(C)(=O)N[C@H]1[C@@H](OCC=C)O[C@@H]([C@@H]([C@@H]1O)O)CO Allyl 2-acetamido-2-deoxy-α-D-galactopyranoside